COC1=C(CNC2=NC3=C(C4=CN=CC=C24)C=C(C=C3)C(=O)O)C=CC(=C1)OC 5-((2,4-dimethoxybenzyl)amino)benzo[c][2,6]naphthyridine-9-carboxylic acid